3-(3-methyl-oxetan-3-yl)-3-oxo-propionitrile CC1(COC1)C(CC#N)=O